C(C=C)N(CC=C)CCC1=CNC2=CC=CC(=C12)OC N-allyl-N-(2-(4-methoxy-1H-indol-3-yl)ethyl)prop-2-en-1-amine